1-[5-(4,4,4-trifluorobutyl)-1,3,4-oxadiazol-2-yl]piperidin-4-amine hydrochloride Cl.FC(CCCC1=NN=C(O1)N1CCC(CC1)N)(F)F